methyl 8-bromo-2-chloro-9-(4-((1-(3-fluoropropyl)azetidin-3-yl)methyl)phenyl)-6,7-dihydro-5H-benzo[7]annulene-3-carboxylate BrC=1CCCC2=C(C1C1=CC=C(C=C1)CC1CN(C1)CCCF)C=C(C(=C2)C(=O)OC)Cl